5-(2-(butanoyl)benzoyl)amino-3-(1-neopentylpiperidin-4-yl)-1H-indole C(CCC)(=O)C1=C(C(=O)NC=2C=C3C(=CNC3=CC2)C2CCN(CC2)CC(C)(C)C)C=CC=C1